[Cl-].NC1=C[N+](=NO1)C(C)C1=CC=C(C=C1)Br 5-amino-3-(1-(4-bromophenyl)ethyl)-1,2,3-oxadiazol-3-ium chloride